(S)-4-(4-(1-((5-(2,4-difluorophenoxy)pyrazin-2-yl)amino)-1-oxopropan-2-yl)-2,2-dimethylpiperazine-1-carbonyl)pyridine 1-oxide FC1=C(OC=2N=CC(=NC2)NC([C@H](C)N2CC(N(CC2)C(=O)C2=CC=[N+](C=C2)[O-])(C)C)=O)C=CC(=C1)F